3-[2-(hydroxymethyl)-4-methoxyphenyl]-6-methoxyquinazolin-4-one OCC1=C(C=CC(=C1)OC)N1C=NC2=CC=C(C=C2C1=O)OC